FC=1C(=C(C=CC1F)[C@H]1CO[C@@H]([C@@H]1C)C(C)C)OC (2R,3S,4R,5R)-3-(3,4-difluoro-2-methoxy-phenyl)-5-isopropyl-4-methyl-tetrahydrofuran